Tert-Butyl (1-(2-bromothiazol-4-yl)-3-methoxypropyl)carbamate BrC=1SC=C(N1)C(CCOC)NC(OC(C)(C)C)=O